tert-butyl thiomorpholine-4-carboxylate 1,1-dioxide N1(CCS(CC1)(=O)=O)C(=O)OC(C)(C)C